C1(=CC=CC=C1)[Si]1(C(=C(C(=C1Br)C1=CC=CC=C1)C1=CC=CC=C1)Br)C1=CC=CC=C1 1,1-diphenyl-2,5-dibromo-3,4-diphenylsilole